C(=O)C=1C=C(C=CC1C=1C=NC(=NC1)C(F)(F)F)S(=O)(=O)N 3-formyl-4-(2-(trifluoromethyl)pyrimidin-5-yl)benzenesulfonamide